CN1N=C(C2=NC(=CC(=C21)C(C)(C)O)N2[C@@H](COCC2)C)C2=NN(C=C2)C2OCCCC2 2-(1-methyl-5-((R)-3-methylmorpholinyl)-3-(1-(tetrahydro-2H-pyran-2-yl)-1H-pyrazol-3-yl)-1H-pyrazolo[4,3-b]pyridin-7-yl)propan-2-ol